Cl(=O)[O-].[NH4+] ammonium chlorous acid salt